1-(4-(2,3-dimethylphenyl)piperidin-1-yl)-2-(3-(4-(2-hydroxyethoxy)piperidine-1-carbonyl)-4,5,6,7-tetrahydro-1H-indazol-1-yl)ethanone CC1=C(C=CC=C1C)C1CCN(CC1)C(CN1N=C(C=2CCCCC12)C(=O)N1CCC(CC1)OCCO)=O